COC(C[C@H]1C=2N(C3=C(C(=N1)C1=CC=C(C=C1)N1C[C@@H](CC1)C(=O)OC(C)(C)C)C(=C(S3)C)C)C(=NN2)C)=O t-butyl (3R)-1-{4-[(6S)-6-(2-methoxy-2-oxoethyl)-2,3,9-trimethyl-6H-thieno[3,2-f][1,2,4]triazolo[4,3-a][1,4]diazepin-4-yl]phenyl}pyrrolidine-3-carboxylate